(R)-6-chloro-3-((1-(3,6-dimethyl-2-(4-(5-methylpyridin-2-yl)piperidin-1-yl)-4-oxo-3,4-dihydroquinazolin-8-yl)ethyl)amino)-N-(methylsulfonyl)picolinamide ClC1=CC=C(C(=N1)C(=O)NS(=O)(=O)C)N[C@H](C)C=1C=C(C=C2C(N(C(=NC12)N1CCC(CC1)C1=NC=C(C=C1)C)C)=O)C